C1(CCCC1)CC(=O)NC1=C(C=C(C=C1C)CNC1=CC(=C(C=C1)F)F)C 2-Cyclopentyl-N-{4-[(3,4-difluoro-phenylamino)-methyl]-2,6-dimethyl-phenyl}-acetamide